FC1=C(C=C(C2=CC=CC=C12)C1=C2C(=NC(=C1C#N)N1CC3(CN(C3)C(C=C)=O)CC1)CC(C2)(C)C)O 4-(4-fluoro-3-hydroxy-1-naphthalenyl)-6,6-dimethyl-2-(2-(2-propenoyl)-2,6-diazaspiro[3.4]octan-6-yl)-6,7-dihydro-5H-cyclopenta[b]pyridine-3-carbonitrile